(R)-benzyl 3-(4-chloro-1-ethyl-1H-benzo[d][1,2,3]triazol-5-yl)-3-(3-(((R)-2-ethyl-2,3-dihydrobenzo[f][1,4]oxazepin-4(5H)-yl)methyl)-4-methylphenyl)propanoate ClC1=C(C=CC=2N(N=NC21)CC)[C@H](CC(=O)OCC2=CC=CC=C2)C2=CC(=C(C=C2)C)CN2C[C@H](OC1=C(C2)C=CC=C1)CC